FC1=C2C(C=C(NC2=CC(=C1C=1C=NN(C1)C)F)C=1C=C(C#N)C=CC1S(=O)(=O)C)=O 3-(5,7-difluoro-6-(1-methyl-1H-pyrazol-4-yl)-4-oxo-1,4-dihydroquinolin-2-yl)-4-(methylsulfonyl)benzonitrile